9-methyl-1,6-dioxo-2,3,4,6-tetrahydro-1H-pyrido[1,2-a]pyrazine-7-carboxamide CC=1C=C(C(N2C1C(NCC2)=O)=O)C(=O)N